5-[3-(4-bromo-2-methyl-pyrazol-3-yl)oxypropoxy]-1H-pyrazole-3-carboxylic acid ethyl ester C(C)OC(=O)C1=NNC(=C1)OCCCOC=1N(N=CC1Br)C